2-(5-cyanopyridin-3-yl)acrylate C(#N)C=1C=C(C=NC1)C(C(=O)[O-])=C